FC1=CC=C(C=C1)N1CCNC=2C3=C(C=CC12)C(=CC(O3)=O)C(F)(F)F 4-(4-fluorophenyl)-7-(trifluoromethyl)-1,2,3,4-tetrahydro-9H-pyrano[2,3-f]quinoxalin-9-one